C(CCCC)C1=CC=2C(C3=CC=CC=C3C(C2C=C1)=COCC(=O)OC(C)C)=COCC(=O)OC(C)C 2-pentyl-9,10-bis(isopropoxycarbonylmethyloxymethylene)anthracene